3,9-diazaspiro[5.6]dodecane C1CNCCC12CCNCCC2